C(C)(C)C1=NC=CC(=C1N1C(N=C(C2=C1N=C(C(=C2)C#N)C2=C(C(=CC=C2)C)OC)N2C1(CC1)CNCC2)=O)C 1-(2-isopropyl-4-methylpyridin-3-yl)-7-(2-methoxy-3-methylphenyl)-2-oxo-4-(4,7-Diazaspiro[2.5]octan-4-yl)-1,2-dihydropyrido[2,3-d]pyrimidine-6-carbonitrile